tert-butyl (1-amino-1-oxopropan-2-yl)(methyl)carbamate NC(C(C)N(C(OC(C)(C)C)=O)C)=O